FC1=CC=C(C=C1)C1=NN2C(CN(CC2)C(=C)OC)=C1C1=CC(=NC=C1)NC(C)=O N-(4-(2-(4-fluorophenyl)-5-(1-methoxyvinyl)-4,5,6,7-tetrahydropyrazolo[1,5-a]pyrazin-3-yl)pyridin-2-yl)acetamide